BrC1=CC=C(S1)CN1N=CC2=CC(=CC(=C12)C(=O)OC)Cl methyl 1-((5-bromothien-2-yl) methyl)-5-chloro-1H-indazole-7-carboxylate